mercapto-1,3,4-thiadiazole SC=1SC=NN1